((4-(3-chloropropoxy) phenyl) diazenyl) benzoate C(C1=CC=CC=C1)(=O)ON=NC1=CC=C(C=C1)OCCCCl